CN1[C@H]2[C@@](CCC1)(CCC2)COC=2N=C(C1=C(N2)C(=C(N=C1)C1=CC(=CC2=CC=CC=C12)O)F)N1CCOC[C@](C1)(O)C (6S)-4-(2-{[(4aS,7aR)-1-methyl-octahydro-1H-cyclopenta[b]pyridin-4a-yl]methoxy}-8-fluoro-7-(3-hydroxynaphthalen-1-yl)pyrido[4,3-d]pyrimidin-4-yl)-6-methyl-1,4-oxazepan-6-ol